N-(2-ethylhexyl)-allyl-(methyl)bicyclo[2.2.1]hept-5-ene-2,3-dicarboximide C(C)C(CN1C(=O)C2(C3(C=CC(C2C1=O)C3)C)CC=C)CCCC